(diphenyltriazineyl)[(biphenylyl)dibenzofuranyl]biphenyl C1(=CC=CC=C1)C1=C(C(=NN=N1)C=1C(=C(C=CC1)C1=CC=CC=C1)C1=C(C=CC=2OC3=C(C21)C=CC=C3)C3=C(C=CC=C3)C3=CC=CC=C3)C3=CC=CC=C3